2-propyl acrylate C(C=C)(=O)OC(C)C